OC=1C=C2CCN(C(C2=CC1)=O)C1=CC=CC=C1 6-hydroxy-2-phenyl-3,4-dihydroisoquinolin-1-one